FC=1C=C(C=CC1F)N1C(CCCC1C=1N=C2N(C=CC(=C2)C=2C(=NOC2C)C)C1C=1SC=NN1)=O 1-(3,4-difluorophenyl)-6-(7-(3,5-dimethylisoxazol-4-yl)-3-(1,3,4-thiadiazol-2-yl)imidazo[1,2-a]pyridin-2-yl)piperidin-2-one